6-({6-[(1,3-benzothiazol-2-yl)amino]pyridazin-3-yl}(methyl)amino)pyridine-2-carboxylic acid S1C(=NC2=C1C=CC=C2)NC2=CC=C(N=N2)N(C2=CC=CC(=N2)C(=O)O)C